(S)-methyl 6-(2-(2-((6-(3-(1-((tert-butoxycarbonyl)amino)ethyl)-4-fluorophenoxy)hexyl)oxy)ethoxy)ethoxy)hexanoate C(C)(C)(C)OC(=O)N[C@@H](C)C=1C=C(OCCCCCCOCCOCCOCCCCCC(=O)OC)C=CC1F